FC=1C(=C(CC2=NC=3CCNC(C3C=C2)=O)C=C(C1)F)OC1CCOCC1 (3,5-difluoro-2-((tetrahydro-2H-pyran-4-yl)oxy)benzyl)-7,8-dihydro-1,6-naphthyridin-5(6H)-one